COC(=O)N1C[C@@H](CC1)C1=NC(=NO1)C1=C(C(=C(C(=C1)F)C)NC(=O)C1=CN=C2N1C=CC=C2)F (R)-3-(3-(2,5-difluoro-3-(imidazo[1,2-a]pyridine-3-carboxamido)-4-methylphenyl)-1,2,4-oxadiazol-5-yl)pyrrolidine-1-carboxylic acid methyl ester